C1(CCC1)OC=1C(=CC2=CN(N=C2C1)C)C(=O)NC1=CC=C(N=N1)N1CCN(CC1)C(=O)OC(C)(C)C tert-butyl 4-(6-(6-cyclobutoxy-2-methyl-2H-indazole-5-carboxamido)pyridazin-3-yl)piperazine-1-carboxylate